2-(4-(4-hydroxy-3-(trifluoromethyl)benzyl)-3,5-dimethylphenyl)-3,5-dioxo-2,3,4,5-tetrahydro-1,2,4-triazin-6-carbonitrile OC1=C(C=C(CC2=C(C=C(C=C2C)N2N=C(C(NC2=O)=O)C#N)C)C=C1)C(F)(F)F